P(=O)(OC(C)(C)C)(OC(C)(C)C)[O-].[K+] potassium di-tert-butyl phosphate